perfluorophenyl 2-(3-hydroxy-[1,1'-biphenyl]-4-yl)acetate OC=1C=C(C=CC1CC(=O)OC1=C(C(=C(C(=C1F)F)F)F)F)C1=CC=CC=C1